NC1=NNC2=CC=CC(=C12)C#CC=1C=C(C=CC1)NC(C1=CC(=CC(=C1)C(F)(F)F)N1C=NC(=C1)C)=O N-(3-((3-amino-1H-indazol-4-yl)ethynyl)phenyl)-3-(4-methyl-1H-imidazol-1-yl)-5-(trifluoromethyl)benzamide